C(C)[C@H]1N(CCC1)C(=O)OC(C)(C)C tert-butyl (2R)-2-ethylpyrrolidine-1-carboxylate